antimony(III) isopropoxide CC([O-])C.[Sb+3].CC([O-])C.CC([O-])C